(3-oxo-propyl)-carbamic acid tert-butyl ester C(C)(C)(C)OC(NCCC=O)=O